ClC1=CC=C(N=N1)CN1C(C(N(CC1)[C@@H]1C[C@H](C1)C1=CC=CC=C1)=O)=O 1-((6-chloropyridazin-3-yl)methyl)-4-((trans)-3-phenylcyclobutyl)piperazine-2,3-dione